(4-((tert-Butyldimethylsilyl)oxy)bicyclo(2.2.2)octan-1-yl)methanol [Si](C)(C)(C(C)(C)C)OC12CCC(CC1)(CC2)CO